calcium diethanol C(C)O.C(C)O.[Ca]